C(C1=CC(O)=C(O)C(O)=C1)(=O)C(=O)[C@H](O)[C@@](O)([C@H](O)[C@H](O)C(O)C(C1=CC(O)=C(O)C(O)=C1)=O)C(C1=CC(O)=C(O)C(O)=C1)=O 1,3,6-trigalloylglucose